(±)-7-(Cyclopropylamino)-5-((3-((methylsulfinyl)methyl)-4-(1H-pyrazol-4-yl)phenyl)amino)pyrazolo[1,5-a]pyrimidin-3-carbonitril C1(CC1)NC1=CC(=NC=2N1N=CC2C#N)NC2=CC(=C(C=C2)C=2C=NNC2)C[S@](=O)C |r|